CN(S(=O)(=O)C)C1=C(C=CC=C1)C(=O)N1CCC2=CC(=CC=C12)S(=O)(=O)N1CCN(CC1)C=1SC=C(N1)C(F)(F)F N-Methyl-N-(2-(5-((4-(4-(trifluoromethyl)thiazol-2-yl)piperazin-1-yl)sulfonyl)indoline-1-carbonyl)phenyl)methanesulfonamide